ClC=1N=CC=C2C=C(C=NC12)CN1CCC(CC1)O ((8-chloro-1,7-naphthyridin-3-yl)methyl)piperidin-4-ol